C1=CC(=CC=2C3=CC=CC=C3NC12)CN(C1=CC=C(C=C2C(NC(NC2=O)=O)=O)C=C1)C 5-(4-(((9H-carbazol-3-yl)methyl)(methyl)amino)benzylidene)pyrimidine-2,4,6(1H,3H,5H)-trione